BrC=1C=C(C=CC1F)N1N=C(C=2CCCC(C12)OC12CC(C1)(C2)C(=O)O)C(F)(F)F 3-[[1-(3-bromo-4-fluoro-phenyl)-3-(trifluoromethyl)-4,5,6,7-tetrahydroindazol-7-yl]oxy]bicyclo[1.1.1]pentane-1-carboxylic acid